C(C)N1N=C(C=C1C=1NC(=NN1)C1=C2C=NN(C2=CC(=C1)C(=O)N)[C@H](C)CCN1CCOCC1)C 4-[5-(1-ethyl-3-methyl-1H-pyrazol-5-yl)-4H-1,2,4-triazol-3-yl]-1-[(2R)-4-(morpholin-4-yl)butan-2-yl]-1H-indazole-6-carboxamide